5-(2-bromoethoxy)-1-((cis)-3-hydroxy-3-methylcyclobutyl)-7-(trifluoromethyl)-1H-benzo[d]imidazole-2-carbonitrile BrCCOC1=CC2=C(N(C(=N2)C#N)C2CC(C2)(C)O)C(=C1)C(F)(F)F